(4R)-2-(2,3-dihydrobenzo[b][1,4]dioxin-2-yl-6-d)-4,5-dihydro-1H-imidazole-4-d O1C2=C(OCC1C=1NC[C@H](N1)[2H])C=C(C=C2)[2H]